C(C1=CC=CC=C1)C1=C(C(=C(O1)C)C(=O)OC)C(C1=CC=C(C=C1)Cl)=O methyl 5-benzyl-4-(4-chlorobenzoyl)-2-methylfuran-3-carboxylate